3,4-dihydro-N-(3,4-dihydroxyphenyl)isoquinoline-2(1H)-amide OC=1C=C(C=CC1O)NC(=O)N1CC2=CC=CC=C2CC1